OC(C(=O)N)(CCCCCC(=O)N)O dihydroxyoctanediamide